(2,3-dimethyl-2-butoxy)bismuth (III) CC(C)(C(C)C)O[Bi+2]